(S)-2-(4-(4-(trifluoromethoxy)pyrazolo[1,5-a]pyridin-2-yl)-1,4,6,7-tetrahydro-5H-imidazo[4,5-c]pyridin-5-yl)-5-(trifluoromethyl)-1,3,4-oxadiazole FC(OC=1C=2N(C=CC1)N=C(C2)[C@H]2N(CCC1=C2N=CN1)C=1OC(=NN1)C(F)(F)F)(F)F